7-methoxyisoquinolin-6-ylboronic acid COC1=C(C=C2C=CN=CC2=C1)B(O)O